ClC1=C(C=C(C(=C1)N1CCN(CC1)C)F)NC=1N=CC2=C(N1)N(C=C2)C=2C=C(C=CC2)NS(=O)(=O)C(C)C N-(3-(2-((2-Chloro-5-fluoro-4-(4-methylpiperazin-1-yl)phenyl)amino)-7H-pyrrolo[2,3-d]pyrimidin-7-yl)phenyl)propane-2-sulfonamide